N1(C=CC=C1)C1=CC2=C(N=C(N2)SCCC2=NC=CC(=C2C)OC)C=C1 5-(1H-pyrrole-1-yl)-2-[[(4-methoxy-3-methyl-2-pyridyl)-methyl]methyl-mercapto]benzimidazole